N1=CC=C2COCCN21 (S)-6,7-dihydro-4H-pyrazolo[5,1-c][1,4]oxazine